CC1=C(NC2=NC=CC3=C2N=CN3CC(=O)O)C(=CC(=C1)C(F)(F)F)C 2-[4-[2,6-dimethyl-4-(trifluoromethyl)anilino]imidazo[4,5-c]pyridin-1-yl]acetic acid